tert-butyl 4-[4-[4,7-dichloro-2-[(1RS)-1-(6,7-dihydro-5H-pyrrolo[1,2-c]imidazol-1-yl)-2-ethoxy-2-oxo-ethyl]indazol-6-yl]phenyl]piperazine-1-carboxylate ClC=1C2=CN(N=C2C(=C(C1)C1=CC=C(C=C1)N1CCN(CC1)C(=O)OC(C)(C)C)Cl)[C@@H](C(=O)OCC)C1=C2N(C=N1)CCC2 |r|